[N+](=O)([O-])C1=CC2=C(OC=3C(=NC=CC3)O2)C=C1C(=O)OC methyl 8-nitro-benzo[5,6][1,4]dioxino[2,3-b]pyridine-7-carboxylate